1,3-bis(2,6-diisopropylphenyl)-4-oxo-3,4-dihydroquinazolin-1-ium-2-ide silver (I) tetrafluoroborate F[B-](F)(F)F.[Ag+].C(C)(C)C1=C(C(=CC=C1)C(C)C)[N+]1=[C-]N(C(C2=CC=CC=C12)=O)C1=C(C=CC=C1C(C)C)C(C)C